FC1=C(C=C(OC2=C3CC[C@H](C3=CC=C2[N+](=O)[O-])OP(=O)(N2CC2)N2CC2)C=C1)N1N=CC=C1 bis(aziridin-1-yl)phosphinic acid (R)-4-(4-fluoro-3-(1H-pyrazol-1-yl) phenoxy)-5-nitro-2,3-dihydro-1H-inden-1-yl ester